ClC1=NC=CC(=C1)CC 2-Chloro-4-ethylpyridine